C(C)(C)(C)OC(NC(COC1=CC2=C(C(=N1)Cl)CC(C2)C=O)C)=O N-[1-[(1-chloro-6-formyl-6,7-dihydro-5H-cyclopenta[c]pyridin-3-yl)oxy]propan-2-yl]carbamic acid tert-butyl ester